CC=1SC=C(N1)C=1C=C(N)C=CC1 3-(2-methylthiazol-4-yl)aniline